C(C)C=1C(=CC=C2C=C(C=C(C12)C1=C(C=C2C(=NC(=NC2=C1F)OCC12CCCN2CC(C1)=C)N1C[C@H]2C[C@H]([C@@H](C1)C2)O)F)O)F (1R,5R,6R)-3-(7-(8-ethyl-7-fluoro-3-hydroxynaphthalen-1-yl)-6,8-difluoro-2-((2-methylenetetrahydro-1H-pyrrolizin-7a(5H)-yl)methoxy)quinazolin-4-yl)-3-azabicyclo[3.2.1]octan-6-ol